1,5-bis(3-methoxy-4-tetradecyloxyphenyl)-3-oxo-1,5-pentanedisulfonic acid diammonium salt [NH4+].[NH4+].COC=1C=C(C=CC1OCCCCCCCCCCCCCC)C(CC(CC(S(=O)(=O)[O-])C1=CC(=C(C=C1)OCCCCCCCCCCCCCC)OC)=O)S(=O)(=O)[O-]